C1(CC1)C=1C=CC(=NC1)C1=C(C(=C2C=NC(=NN21)N[C@H]2[C@@H](COCC2)O)F)C#N 7-(5-cyclopropylpyridin-2-yl)-5-fluoro-2-(((3S,4R)-3-hydroxytetrahydro-2H-pyran-4-yl)amino)pyrrolo[2,1-f][1,2,4]triazine-6-carbonitrile